N1=C(C=CC=C1C1[C@]2(C[C@@H]3C[C@@](C[C@]1(C3)C)(C2)C)C2=C(C(=CC(=C2)C)C2=CC=C(C=C2)C(C)C)O)C2=C(C=CC(=C2)C(C)C)C=2C(=C(C=C(C2)C)C23C[C@]1(C[C@](CC(C2)C1)(C3)C)C)O 2',2'-(pyridin-2,6-diyl)bis(3-((1r,3R,5S,7r)-3,5-dimethyladamantan-1-yl)-4'-isopropyl-5-methyl-[1,1'-biphenyl]-2-ol)